CN(C1C[C@H]2CC[C@@H](C1)N2)C2=CC=C1C(=N2)COC=2C=C(C=CC21)N2N=CC=C2 (1R,3S,5S)-N-methyl-N-[8-(pyrazol-1-yl)-5H-chromeno[3,4-b]pyridin-3-yl]-8-azabicyclo[3.2.1]octan-3-amine